FCC1NC(OC1)=O 4-(fluoromethyl)oxazolidin-2-one